FC1=CC(=C(C=C1C=1CCN(CC1)C1=NC=CC=C1)NC(=O)C1=CNC(C=C1C(F)(F)F)=O)N1C[C@H](N([C@H](C1)C)C)C |r| N-[4-fluoro-5-(1-pyridin-2-yl-3,6-dihydro-2H-pyridin-4-yl)-2-[rac-(3R,5S)-3,4,5-trimethylpiperazin-1-yl]phenyl]-6-oxo-4-(trifluoromethyl)-1H-pyridine-3-carboxamide